NC1=C(C(=NN1C(C)C)C1=CC(=C(C=C1)CC(NC1=NOC(=C1)C(C(F)(F)F)(C)C)=O)C)C(=O)N 5-Amino-1-isopropyl-3-(3-methyl-4-(2-oxo-2-((5-(1,1,1-trifluoro-2-methylpropan-2-yl)isoxazol-3-yl)amino)ethyl)phenyl)-1H-pyrazole-4-carboxamide